3-{[38-({[4-(6-methyl-1,2,4,5-tetrazin-3-yl)phenyl]methyl}carbamoyl)-3,6,9,12,15,18,21,24,27,30,33,36-dodecaoxaoctatriacontan-1-yl]carbamoyl}propanoic acid CC1=NN=C(N=N1)C1=CC=C(C=C1)CNC(=O)CCOCCOCCOCCOCCOCCOCCOCCOCCOCCOCCOCCOCCNC(=O)CCC(=O)O